3-amino-5-(hydroxymethyl)phenol NC=1C=C(C=C(C1)CO)O